FC(OC1=C(C(=NN1C)C(F)(F)F)CC1C(=NOC1(C)C)S(=O)(=O)C1=NOC(C1CC=1C(=NN(C1OC(F)F)C)C(F)(F)F)(C)C)F [5-(difluoromethoxy)-1-methyl-3-(trifluoromethyl)-1H-pyrazol-4-yl]methyl-4,5-dihydro-5,5-dimethylisoxazol-3-ylsulfone